2-oxo-1-phenylethane O=CCC1=CC=CC=C1